(R)-4-(5-azaspiro[2.4]heptan-5-ylmethyl)-6-cyclopropyl-N-(3-(3-(fluoro(4-methyl-4H-1,2,4-triazol-3-yl)methyl)oxetan-3-yl)phenyl)picolinamide C1CC12CN(CC2)CC2=CC(=NC(=C2)C2CC2)C(=O)NC2=CC(=CC=C2)C2(COC2)[C@H](C2=NN=CN2C)F